(S)-N-((S)-1-(5-(7-Fluoro-2-methylchinolin-6-yl)oxazol-2-yl)-7-oxononyl)-6-methyl-6-azaspiro[2.5]octan-1-carboxamid FC1=C(C=C2C=CC(=NC2=C1)C)C1=CN=C(O1)[C@H](CCCCCC(CC)=O)NC(=O)[C@H]1CC12CCN(CC2)C